ClC1=C(C(=CC=C1)Cl)N1N=C(C(=N1)C(=O)N)NC1=CC=C(C=C1)N1N=NC=C1CC 2-(2,6-dichlorophenyl)-5-((4-(5-ethyl-1H-1,2,3-triazol-1-yl)phenyl)amino)-2H-1,2,3-triazole-4-carboxamide